N1C(CCCC1)C(C)OC=1C=C2COC(C2=CC1)=O 5-(1-(piperidin-2-yl)ethoxy)isobenzofuran-1(3H)-one